6-{6-cyclopropyl-4-[4-fluoro-2-(5-methyl-1,3-oxazol-4-yl)phenyl]-2-pyridyl}-2-[(2-methoxyethylamino)methyl]-1,6-dihydro-1,4,6-triaza-7-indenone C1(CC1)C1=CC(=CC(=N1)N1C=NC=2C=C(NC2C1=O)CNCCOC)C1=C(C=C(C=C1)F)C=1N=COC1C